tert-butyl 2-(3-chloro-2,4,5,6-tetrafluorophenylsulfonamido)acetate ClC=1C(=C(C(=C(C1F)F)F)S(=O)(=O)NCC(=O)OC(C)(C)C)F